OC=1C=C2C(=CC(=NC2=CC1)C(F)(F)F)C 6-hydroxyl-4-methyl-2-(trifluoromethyl)quinoline